1-(exo-3-((4-((4-([1,2,4]Triazolo[1,5-a]pyridin-7-yloxy)-2-fluoro-3-methylphenyl)amino)-7-ethoxyquinazolin-6-yl)oxy)-8-azabicyclo[3.2.1]octan-8-yl)prop-2-en-1-one N=1C=NN2C1C=C(C=C2)OC2=C(C(=C(C=C2)NC2=NC=NC1=CC(=C(C=C21)OC2CC1CCC(C2)N1C(C=C)=O)OCC)F)C